5-[(2S)-4-fluoro-6-hydroxy-2-{[(2-methylpropyl)amino]methyl}-2,3-dihydro-1H-indol-5-yl]-1λ6,2,5-thiadiazolidine-1,3-dione FC1=C2C[C@H](NC2=CC(=C1N1CC(N[SH2]1=O)=O)O)CNCC(C)C